C(C(=O)OCC(F)(F)F)(=O)OCC 2-trifluoroethyl ethyl oxalate